(5-(4-fluoropiperidin-1-yl)-1,3,4-oxadiazol-2-yl)methanone FC1CCN(CC1)C1=NN=C(O1)C=O